C(C)(C)(C)[S@@](=O)N[C@@H]1C2=CC(=CC=C2CC12CCN(CC2)C(=O)OC(C)(C)C)F tert-butyl (1S)-1-[[(R)-tert-butylsulfinyl]amino]-6-fluoro-spiro[indane-2,4'-piperidine]-1'-carboxylate